2-(((3-butyl-3-ethyl-5-(4-fluorophenyl)-7-(methylthio)-1,1-dioxido-2,3,4,5-tetrahydro-1,5-benzothiazepin-8-yl)methyl)thio)acetic acid C(CCC)C1(CS(C2=C(N(C1)C1=CC=C(C=C1)F)C=C(C(=C2)CSCC(=O)O)SC)(=O)=O)CC